6-cyclopropyl-N-(5-formyl-2-hydroxy-3-(trifluoromethyl)phenyl)-4-(2-(4-methyl-4H-1,2,4-triazol-3-yl)phenyl)pyridineamide C1(CC1)C1=CC(=CC(=N1)C(=O)NC1=C(C(=CC(=C1)C=O)C(F)(F)F)O)C1=C(C=CC=C1)C1=NN=CN1C